S1C(=NC2=C1N=CN2)C(=O)[O-] 4H-imidazo[4,5-d]thiazole-2-carboxylate